NC1=CC(=NC=2N1N=C(C2Cl)C)NCCC2=NN(C=C2)C2C(CCC2)CO 7-amino-3-chloro-5-((2-(1-(2-(hydroxymethyl)cyclopentyl)-1H-pyrazol-3-yl)ethyl)amino)-2-methylpyrazolo[1,5-a]pyrimidine